ClC1=CC(=C(C=C1)S(=O)(=O)N[C@@H](CN(C)C)C1=CC(=C(C=C1)Cl)Cl)F (R)-4-chloro-N-(1-(3,4-dichlorophenyl)-2-(dimethylamino)ethyl)-2-fluorobenzenesulfonamide